C1(=C2C=C3C(=CC=C4C=5C=CC=CC5N=C34)C2=CC=C1)C1=C(C=CC=C1)N(C1=C(C=CC=C1)C1=C2C=C3C(=CC=C4C=5C=CC=CC5N=C34)C2=CC=C1)C1=C(C=CC=C1)C1=C2C=C3C(=CC=C4C=5C=CC=CC5N=C34)C2=CC=C1 tris[(indenocarbazolyl)phenyl]amine